(R)-N-(3-(2-aminopropanamido)propyl)-4-((3-(1-(cyanomethyl)-3-(trifluoromethyl)-1H-pyrazol-4-yl)imidazo[1,2-a]pyrazin-8-yl)amino)-2-ethylbenzamide formate C(=O)O.N[C@@H](C(=O)NCCCNC(C1=C(C=C(C=C1)NC=1C=2N(C=CN1)C(=CN2)C=2C(=NN(C2)CC#N)C(F)(F)F)CC)=O)C